3-sulfo-pyrrolidine S(=O)(=O)(O)C1CNCC1